C(C1=CC=CC=C1)OC=1C=C2C(=NC(=NC2=CC1)NC1=CC=C(C=C1)OC(F)(F)F)C(F)(F)F 6-benzyloxy-N-(4-trifluoromethoxyphenyl)-4-trifluoromethylquinazolin-2-amine